2-Oxo-1-(4-Bromo-n-butyl)piperidine O=C1N(CCCC1)CCCCBr